ethyl 3-[6-(3-chloro-5-fluoro-phenoxy)-2-cyano-3-(difluoromethylsulfonyl) phenyl]propanoate ClC=1C=C(OC2=CC=C(C(=C2CCC(=O)OCC)C#N)S(=O)(=O)C(F)F)C=C(C1)F